COC=1C=C(C2=CC=CC=C2C1)B1OC(C(O1)(C)C)(C)C 2-(3-methoxynaphthalen-1-yl)-4,4,5,5-tetramethyl-1,3,2-dioxaborolane